4,5-difluoro-pyridin-2-yl(2-(S)-(5-(3-fluoropyridin-2-yl)thiazol-2-carbonyl)-morpholin-4-yl)methanone FC1=CC(=NC=C1F)C(=O)N1C[C@H](OCC1)C(=O)C=1SC(=CN1)C1=NC=CC=C1F